FC(C(=O)O)(F)F.C1CCC2=C(C=C3CCCC3=C12)NC(=O)NS(=O)(=O)\C=C\[C@]1(NCCC1)C (S,E)-N-((1,2,3,6,7,8-Hexahydro-as-indacen-4-yl)carbamoyl)-2-(2-methylpyrrolidin-2-yl)ethen-1-sulfonamid 2,2,2-trifluoroacetat